2-methoxycyclohexane-1-carboxylic acid COC1C(CCCC1)C(=O)O